C(C)(C)(C)OC(=O)N1CC2(CC2)C(C1)NC1=NC(=C(C=C1)C=1C=NN(C1)C)C 7-((6-methyl-5-(1-methyl-1H-pyrazol-4-yl)pyridin-2-yl)amino)-5-azaspiro[2.4]heptane-5-carboxylic acid tert-butyl ester